CC=1C=C2C(C(=COC2=CC1C)C=O)=O 6,7-dimethyl-chromone-3-carbaldehyde